tert-butyl 6-(4,4-difluorocyclohexyl)-2-methyl-3-(trifluoromethyl)benzoate FC1(CCC(CC1)C1=CC=C(C(=C1C(=O)OC(C)(C)C)C)C(F)(F)F)F